C(\C=C/C(=O)NN)(=O)NN.[K] potassium malehydrazide salt